BrC1=NC=C(C=C1F)CN1CC(C1)CC(F)F 2-Bromo-5-((3-(2,2-difluoroethyl)azetidin-1-yl)methyl)-3-fluoropyridine